alumina-peroxyacetic acid C([AlH2])(=O)OO